2-hexyldecyl 3,6-diethyl-12-hexyl-10-oxo-9,11-dioxa-3,6-diazahexadecane-16-carboxylate C(C)N(CC)CCN(CCOC(OC(CCCCC(=O)OCC(CCCCCCCC)CCCCCC)CCCCCC)=O)CC